N-(3-Cyano-5-((3,3-difluorocyclobutyl)methyl)-6,6-diethyl-4,5,6,7-tetrahydrothieno[3,2-c]pyridin-2-yl)-2-(4-sulfamoylphenyl)acetamid C(#N)C1=C(SC2=C1CN(C(C2)(CC)CC)CC2CC(C2)(F)F)NC(CC2=CC=C(C=C2)S(N)(=O)=O)=O